(3-Methyloxetan-3-yl)methanamine hydrochloride Cl.CC1(COC1)CN